5-(1-(2-Fluoro-6-methylphenyl)piperidin-4-yl)-2-methyl-7-(3-trifluoromethyl-[6-2H]pyridin-2-yl-methyl)-2,4,5,7-tetrahydro-6H-pyrazolo[3,4-d]pyrimidin-6-on FC1=C(C(=CC=C1)C)N1CCC(CC1)N1C(N(C=2C(C1)=CN(N2)C)CC2=NC(=CC=C2C(F)(F)F)[2H])=O